(±)-(9R)-N-(5-Chloro-2-fluoro-4-(trifluoromethyl)phenyl)-1,9-difluoro-6,7,8,9-tetrahydro-5H-5,8-epiminocyclohepta[c]pyridine-10-carboxamide ClC=1C(=CC(=C(C1)NC(=O)N1C2CCC1[C@@H](C=1C(=NC=CC12)F)F)F)C(F)(F)F